C1=CC=CC=2C3=CC=CC=C3C(C12)COC(NCCC(=O)NCC(=O)N(CC(OC)OC)C(C)CC)=O (9H-fluoren-9-yl)methyl-3-(2-(sec-butyl(2,2-dimethoxyethyl)amino)-2-oxoethylamino)-3-oxopropylcarbamate